methyl ((R or S)-(((2R,5R)-5-(4-amino-2-oxopyrimidin-1(2H)-yl)-3-fluoro-2,5-dihydrofuran-2-yl)methoxy)(4-bromophenoxy)phosphoryl)-L-alaninate NC1=NC(N(C=C1)[C@H]1C=C([C@H](O1)CO[P@@](=O)(OC1=CC=C(C=C1)Br)N[C@@H](C)C(=O)OC)F)=O |o1:14|